C(C)(C)(C)OC(=O)C=1C=NN(C1)C1=NC(=CC(=N1)C#N)NC1=CC=CC=C1 1-[4-cyano-6-(phenylamino)pyrimidin-2-yl]-1H-pyrazole-4-carboxylic acid tert-butyl ester